N-{[(3R,4S)-4-Methyl-2-[6-methyl-3-(2H-1,2,3-triazol-2-yl)pyridin-2-carbonyl]-2-azabicyclo[3.1.1]heptan-3-yl]methyl}-5-(trifluoromethyl)pyridin-2-amin C[C@@H]1[C@@H](N(C2CC1C2)C(=O)C2=NC(=CC=C2N2N=CC=N2)C)CNC2=NC=C(C=C2)C(F)(F)F